CC(C(=O)OCC(C)(C1=CC(=CC=C1)Cl)NC(NC1=C(C(=CC=C1)CN1C(OC=C1)=N)N)=S)(C)C 2-[({2-amino-3-[(2-imino-2,3-dihydro-1,3-oxazol-3-yl)methyl]phenyl}carbamothioyl)amino]-2-(3-chlorophenyl)propyl 2,2-dimethylpropanoate